didodecylhexane-1,6-diamine C(CCCCCCCCCCC)C(CCCCCN)(N)CCCCCCCCCCCC